O1C(=CC=C1)C1=NN2C(N=C(N=C2N)NCCC2=CC=C(C=C2)OCC2=NC=CC=C2)=N1 2-(Furan-2-yl)-N5-(4-(pyridin-2-ylmethoxy)phenethyl)-[1,2,4]triazolo[1,5-a][1,3,5]triazine-5,7-diamine